C(C(O)CC(=O)[O-])(=O)[O-].C(CCC)[Sn+3].C(C(O)CC(=O)[O-])(=O)[O-].C(C(O)CC(=O)[O-])(=O)[O-].C(CCC)[Sn+3] butyltin malate